[5-[5-[4-[(3S)-1-(3-fluoropropyl)pyrrolidin-3-yl]oxyphenyl]-8-hydroxy-2,3-dihydro-1-benzothiepin-4-yl]-2,2-dimethyl-indolin-1-yl]ethanone FCCCN1C[C@H](CC1)OC1=CC=C(C=C1)C1=C(CCSC2=C1C=CC(=C2)O)C=2C=C1CC(N(C1=CC2)C(C)=O)(C)C